BrC1=CC[C@@H](CC1)OCC1CN(CCC1NS(=O)(=O)C)C1=NC=CC=C1 N-[3-([[(1R)-4-bromocyclohex-3-en-1-yl]oxy]methyl)-1-(pyridin-2-yl)piperidin-4-yl]methanesulfonamide